C(CCC)N(C1CCC=CN2CCCNC12)CCCC 6-dibutylamino-1,8-diazabicyclo(5.4.0)undecene